BrC1=C(C=CC(=C1)F)C(F)(F)F 2-bromo-4-fluoro-1-(trifluoromethyl)benzene